NC=1C=2N(N=C(C1)N)C=NN2 8-amino-[1,2,4]triazolo[4,3-b]pyridazine-6-amine